C(C)(C)C1=C(C=CC=C1)N1C(N=C(C2=C1CN(C(C2)C)C2=C1C=NNC1=CC=C2C)N2CCNCC2)=O 1-(2-isopropylphenyl)-6-methyl-7-(5-methyl-1H-indazol-4-yl)-4-(piperazin-1-yl)-5,6,7,8-tetrahydropyrido[3,4-d]pyrimidin-2(1H)-one